6-(5-(6-Ethoxy-1H-pyrazolo[3',4':3,4]pyrazolo[1,5-a]pyridin-4-yl)pyridin-2-yl)-2,6-diazaspiro[3.4]octane C(C)OC=1C=C(C=2N(C1)N=C1C2C=NN1)C=1C=CC(=NC1)N1CC2(CNC2)CC1